NCCCCN[C@H]1[C@H](OC2=CC(=CC(=C2C1=O)O)O)C1=CC(=C(C(=C1)O)O)O (2R,3S)-3-((4-aminobutyl)amino)-5,7-dihydroxy-2-(3,4,5-trihydroxyphenyl)chroman-4-one